N[C@H](CC1=C(C=2N=NC=C(C2S1)NCC=1SC=CC1)C)[C@@H](C)F 6-[(2R,3R)-2-amino-3-fluorobutyl]-7-methyl-N-[(thiophen-2-yl)methyl]thieno[3,2-c]pyridazin-4-amine